C(C)(C)(C)C=1C=C(C=C(C1O)C(C)(C)C)CCC(=O)NCCCCCCNC(CCC1=CC(=C(C(=C1)C(C)(C)C)O)C(C)(C)C)=O N,N'-bis-(β-(3,5-di-t-butyl-4-hydroxyphenyl)propionyl)hexamethylenediamine